1-(2-(4-methoxybenzyl)-3-carbonyl-1a,2,3,7b-tetrahydro-1H-cyclopropa[c]isoquinolin-7-yl)-5-(trifluoromethyl)-N-(2-(trifluoromethyl)pyridin-4-yl)-1H-pyrazole-4-carboxamide COC1=CC=C(CN2C(C=3C=CC=C(C3C3C2C3)N3N=CC(=C3C(F)(F)F)C(=O)NC3=CC(=NC=C3)C(F)(F)F)=C=O)C=C1